[6-(5-cyclopropyl-4H-1,2,4-triazol-3-yl)-2-azaspiro[3.3]heptan-2-yl]-[6-[[[1-(trifluoromethyl)cyclopropyl]methylamino]methyl]-2-azaspiro[3.3]heptan-2-yl]methanone C1(CC1)C=1NC(=NN1)C1CC2(CN(C2)C(=O)N2CC3(C2)CC(C3)CNCC3(CC3)C(F)(F)F)C1